COC1=CC=C(CBr)C=C1 4-methoxybenzylbromide